(R)-2,4,6-trimethylphenyl-(phenyl)(2-(3-methylpyridin-2-yl)ethyl)phosphorus oxide CC1=C(C(=CC(=C1)C)C)[P@@](CCC1=NC=CC=C1C)(C1=CC=CC=C1)=O